FC(C(CN1C(N[C@@H](C1)C(F)(F)F)=O)=O)F (R)-3,3-difluoro-1-((S)-2-oxo-4-(trifluoromethyl)imidazolidin-1-yl)propan-one